C(C)(C)(C)C=1N(N=C2C(=CC=CC12)C(=O)N)C1=CC=C(C=C1)C1CNCCC1 (tert-butyl)-2-(4-(piperidin-3-yl)phenyl)-2H-indazole-7-carboxamide